2-methyl-6-nitrobenzoic acid CC1=C(C(=O)O)C(=CC=C1)[N+](=O)[O-]